O=C1NC(CCC1C1=NN(C2=CC(=CC=C12)OC1CCC2(CN(C2)C(=O)OC(C)(C)C)CC1)C)=O tert-butyl 7-[3-(2,6-dioxo-3-piperidyl)-1-methyl-indazol-6-yl]oxy-2-azaspiro[3.5]nonane-2-carboxylate